[4-(6-Amino-pyridazin-3-yl)-piperidin-1-yl]-[5-(4-fluoro-phenoxy)-4-ethoxy-pyridin-2-yl]-methanone NC1=CC=C(N=N1)C1CCN(CC1)C(=O)C1=NC=C(C(=C1)OCC)OC1=CC=C(C=C1)F